CC=1OC2=C(C1CC(=O)O)C=C(C=C2)C.N[13C@@H](CC(N)=O)C(=O)O asparagine-13C 2,5-dimethyl-3-benzofuranylacetate